4-chloro-5-methyl-2-(piperidin-4-yl)phenol ClC1=CC(=C(C=C1C)O)C1CCNCC1